2-[(1R)-1-ethyl-3-imino-1-oxo-isothiazolo[4,5-b]pyridin-6-yl]-2-methyl-propanenitrile C(C)S1(NC(C2=NC=C(C=C21)C(C#N)(C)C)=N)=O